CC1=NNC(=C1N1C(N(C=2C=NC=3C=C(C(=CC3C21)C=2C=NN(C2)C)OC)C)=O)C 1-(3,5-Dimethyl-1H-pyrazol-4-yl)-7-methoxy-3-methyl-8-(1-methyl-1H-pyrazol-4-yl)-1,3-dihydroimidazo[4,5-c]-quinolin-2-one